(S)-N-hydroxy-4-(3-methoxy-3-methylbutyryl)-3-phenyl-2,3,4,5-tetrahydrobenzo[f][1,4]oxazepine-8-carboxamide ONC(=O)C1=CC2=C(CN([C@H](CO2)C2=CC=CC=C2)C(CC(C)(C)OC)=O)C=C1